Cl.FC(C)(F)[C@H]1CNCC1 3-(R)-(1,1-difluoroethyl)pyrrolidine hydrochloride